FC1=CC(=C(C=C1)N1CN(C(C2=CC(=C(C=C12)C(F)(F)F)OC)=O)C1=C(NC(C=C1)=O)C)C 1-(4-fluoro-2-methylphenyl)-6-methoxy-3-(2-methyl-6-oxo-1,6-dihydropyridin-3-yl)-7-(trifluoromethyl)-2,3-dihydroquinazolin-4(1H)-one